ClC1=NC(=CC(=N1)C=1C=C(C=CC1)CC(C(=O)OC)(C)C)C(F)(F)F methyl 3-(3-(2-chloro-6-(trifluoromethyl) pyrimidin-4-yl) phenyl)-2,2-dimethylpropionate